NC([C@H](C[C@H]1C(NCCC1)=O)NC([C@H](CC(C)(C)C)NC([C@H](C(C)(C)C)NC(C(F)(F)F)=O)=O)=O)=O (S)-N-((S)-1-amino-1-oxo-3-((S)-2-oxopiperidin-3-yl)propan-2-yl)-2-((S)-3,3-dimethyl-2-(2,2,2-trifluoroacetamido)butanamido)-4,4-dimethylpentanamide